1-(pyridazin-3-yl)pyrrolidin-3-yl 2-(3,5-dichlorophenyl)benzo-[d]oxazole-6-carboxylate ClC=1C=C(C=C(C1)Cl)C=1OC2=C(N1)C=CC(=C2)C(=O)OC2CN(CC2)C=2N=NC=CC2